OC1(CCN(CC1)C1=NC=CC(=N1)NC=1N=CC2=C(C=CC(=C2C1)[C@@H]1N(CC1)C(C=C)=O)N1[C@@H]([C@H](C1)CS(=O)(=O)C)C)C 1-((R)-2-(3-((2-(4-hydroxy-4-methylpiperidin-1-yl)pyrimidin-4-yl)amino)-8-((2R,3S)-2-methyl-3-((methylsulfonyl)methyl)azetidin-1-yl)isoquinolin-5-yl)azetidin-1-yl)prop-2-en-1-one